methyl-hydroxypropyl mercaptan CC(CCS)O